N=1C=NN2C1C=CC(=C2)C=2C(=C(COC1=CC(=C(C=O)C=C1)O)C=CC2)C 4-((3-([1,2,4]triazolo[1,5-a]pyridin-6-yl)-2-methylbenzyl)oxy)-2-hydroxybenzaldehyde